FC1=C(C(=O)OC(C)(C)C)C=CC(=C1)Br tertiary butyl 2-fluoro-4-bromobenzoate